9,9',9'',9'''-(4-(4,6-diphenyl-1,3,5-triazin-2-yl)-6-(pyridin-4-yl)benzene-1,2,3,5-tetrayl)tetrakis(9H-pyrido[3,4-b]indole) C1(=CC=CC=C1)C1=NC(=NC(=N1)C1=CC=CC=C1)C1=C(C(=C(C(=C1N1C2=C(C3=CC=CC=C13)C=CN=C2)C2=CC=NC=C2)N2C1=C(C3=CC=CC=C23)C=CN=C1)N1C2=C(C3=CC=CC=C13)C=CN=C2)N2C1=C(C3=CC=CC=C23)C=CN=C1